O(C1=CC=CC=C1)C1=CC2=C(NC(=N2)NC2=CNC3=CC=C(C=C23)C(=O)O)C=C1 3-[(5-phenoxy-1H-benzo[d]imidazol-2-yl)amino]-1H-indole-5-carboxylic acid